1-(3-chloro-4-(trifluoromethoxy)phenyl)-2-ethynyl-N-methyl-1H-benzo[d]imidazole-6-carboxamide ClC=1C=C(C=CC1OC(F)(F)F)N1C(=NC2=C1C=C(C=C2)C(=O)NC)C#C